C(C)OC(CC1CN(CC1)C1=C(C=C(C=C1F)C1=NC(=CC=C1)OC1CCC1)F)=O {1-[4-(6-cyclobutoxy-pyridin-2-yl)-2,6-difluoro-phenyl]-pyrrolidin-3-yl}-acetic acid ethyl ester